N[C@H](C(C)C)C(=O)O D-valine